NC1=C2C(=NC=N1)N(N=C2C2=CC=C(C=C2)OC2=CC=CC=C2)C2C(CC(CC2)CN2CC1N(C(C2)C1)C=1C=C2CN(CC2=CC1)C1C(NC(CC1)=O)=O)F 5-(3-((4-(4-amino-3-(4-phenoxyphenyl)-1H-pyrazolo[3,4-d]pyrimidin-1-yl)-3-fluorocyclohexyl)methyl)-3,6-diazabicyclo[3.1.1]heptane-6-yl)-2-(2,6-dioxopiperidin-3-yl)isoindoline